2-((5-bromo-6-methoxypyridin-2-yl)thio)ethan-1-ol BrC=1C=CC(=NC1OC)SCCO